ClC1=CC=C(C(=N1)C=1N=NN(N1)C1CN(C1)C)NC(C)C=1C=C(C=C2C(N(C=3N(C12)C=NC3C(=O)N(C([2H])([2H])[2H])C([2H])([2H])[2H])C([2H])([2H])[2H])=O)C 9-(1-((6-chloro-2-(2-(1-methylazetidin-3-yl)-2H-tetrazol-5-yl)pyridin-3-yl)amino)ethyl)-7-methyl-N,N,4-tris(methyl-d3)-5-oxo-4,5-dihydroimidazo[1,5-a]quinazoline-3-carboxamide